BrC1=CC(=C2N(C1=O)C1(C(C3=CC=CC=C3C1)=O)NC2=O)Cl 6-bromo-8-chloro-spiro[2H-imidazo[1,5-a]pyridine-3,2'-indan]-1,1',5-trione